N-(3,5-dichloropyridin-4-yl)-4-(difluoromethoxy)-3-((7-(methoxy(methyl)amino)-7-oxoheptyl)oxy)benzamide ClC=1C=NC=C(C1NC(C1=CC(=C(C=C1)OC(F)F)OCCCCCCC(=O)N(C)OC)=O)Cl